[Br-].O(C1=CC=CC=C1)C(OC1=CC=CC=C1)P diphenoxymethyl-phosphine bromide